FC(C(=O)O)(F)F.ClCC(=O)N1CCCC2=CC(=CC=C12)OCC(=O)N 2-((1-(2-chloroacetyl)-1,2,3,4-tetrahydroquinolin-6-yl)oxy)acetamide trifluoroacetate